1-(((3R,4R,5R,6R)-4,5-dihydroxy-6-(hydroxymethyl)tetrahydro-2H-pyran-3-yl)methyl)urea O[C@@H]1[C@@H](CO[C@@H]([C@@H]1O)CO)CNC(=O)N